FC=1C(=NC(=NC1)NC1=CC(=CC=C1)OCCCS(=O)(=O)C)OC=1C=C(C=CC1)NC(C=C)=O N-(3-(5-fluoro-2-(3-(3-(methylsulfonyl)propoxy)phenylamino)pyrimidin-4-yloxy)phenyl)acrylamide